N-[4-(difluoromethoxy)phenyl]Hydrazinecarboxamide FC(OC1=CC=C(C=C1)NC(=O)NN)F